C(C)C=1C(NC2=CC(=CN=C2C1)CN1CCC(CC1)NC)=O 3-ethyl-7-((4-(methylamino)piperidin-1-yl)methyl)-1,5-naphthyridin-2(1H)-one